(R)-5-(4-((4-(1-(5-((1-(tert-butoxycarbonyl)azetidin-3-yl)amino)-2-methylbenzamido)ethyl)naphthalen-1-yl)ethynyl)cyclohexyl)pentanoic acid C(C)(C)(C)OC(=O)N1CC(C1)NC=1C=CC(=C(C(=O)N[C@H](C)C2=CC=C(C3=CC=CC=C23)C#CC2CCC(CC2)CCCCC(=O)O)C1)C